(((3R,5S,6S)-6-fluoro-5-methyl-1-oxaspiro[2.5]octan-5-yl)methyl)-1H-benzo[d]imidazole-6-carbonitrile F[C@@H]1[C@](C[C@@]2(CO2)CC1)(C)CN1C=NC2=C1C=C(C=C2)C#N